3-(3-((3,4-difluorobenzyl)oxy)-4-((difluoromethyl)sulfonamido)phenyl)-5-((5-methylpyrazin-2-yl)amino)-1H-pyrazole-4-carboxamide FC=1C=C(COC=2C=C(C=CC2NS(=O)(=O)C(F)F)C2=NNC(=C2C(=O)N)NC2=NC=C(N=C2)C)C=CC1F